C[C@H]1OCCN(C1)C1=NC=C2N=C(NC2=N1)C1=CC(=CN1)C(=O)C1=C(C=CC=C1)C(F)(F)F (R)-(5-(2-(2-methylmorpholino)-9H-purin-8-yl)-1H-pyrrol-3-yl)(2-(trifluoromethyl)phenyl)methanone